3-Hydroxy-5-methyl-4-[2-[rel-(4aS,7aR)-6-ethyl-2,3,4a,5,7,7a-hexahydropyrrolo[3,4-b][1,4]oxazin-4-yl]oxazolo[4,5-b]pyridin-5-yl]benzonitrile OC=1C=C(C#N)C=C(C1C1=CC=C2C(=N1)N=C(O2)N2[C@@H]1[C@H](OCC2)CN(C1)CC)C |o1:19,20|